ClC1=C(C(=O)NC2=C3C=NN(C3=CC=C2)C(C)C)C=C(C=C1)CNC(C(C)(C)C)=O 2-chloro-5-{[(2,2-dimethylpropionyl)amino]methyl}-N-[1-(propan-2-yl)-1H-indazol-4-yl]benzamide